FC1=C(OCCCC(=O)O)C(=CC(=C1)C1=CC=C2C=CN(C2=C1)C(C)C)F 4-[2,6-difluoro-4-(1-isopropyl-1H-indol-6-yl)-phenoxy]-butyric acid